SC1=NN=NN1C1=CC=C(C=C1)OC 5-mercapto-1-(4-methoxyphenyl)-1H-tetrazole